di-n-butyl 2,3-diisopropylsuccinate C(C)(C)C(C(=O)OCCCC)C(C(=O)OCCCC)C(C)C